4-butyl-tin CCCC[Sn]